5-(2,3-dihydrobenzofuran-5-yl)-2-((dimethylamino)methylene)cyclohexane-1,3-dione O1CCC2=C1C=CC(=C2)C2CC(C(C(C2)=O)=CN(C)C)=O